2-nitropyridin-4-yl 2,4,6-tri-O-acetyl-3-azido-3-deoxy-1-thio-α-D-galactopyranoside C(C)(=O)O[C@H]1[C@@H](SC2=CC(=NC=C2)[N+](=O)[O-])O[C@@H]([C@@H]([C@@H]1N=[N+]=[N-])OC(C)=O)COC(C)=O